C(C)(C)(C)ONS(=O)(=O)NC1=CC=C(C(=O)OC)C=C1 methyl 4-(tert-butoxysulfamoylamino)benzoate